3'-Hydroxy-5,6,7,8,4'-pentamethoxyflavone OC=1C=C(C=2OC3=C(C(=C(C(=C3C(C2)=O)OC)OC)OC)OC)C=CC1OC